2-((3aR,11aS)-8-fluoro-10-methyl-1-(6-methyl-4-(trifluoromethyl)pyridin-2-yl)-2,11-dioxo-1,2,3,3a,4,10,11,11a-octahydro-5H-benzo[b]pyrrolo[2,3-f][1,4]diazocin-5-yl)acetaldehyde FC1=CC2=C(N(C[C@@H]3[C@@H](C(N2C)=O)N(C(C3)=O)C3=NC(=CC(=C3)C(F)(F)F)C)CC=O)C=C1